1,3-Bis((pyridin-3-yl)methyl)biuret N1=CC(=CC=C1)CNC(=O)N(C(=O)N)CC=1C=NC=CC1